NC=1N=C(SC1C(C1=CC=C(C=C1)N1CCCC1)=O)N(C1=CC=C(C=C1)F)C(C(=O)N)C (N-[4-amino-5-(4-pyrrolidin-1-ylbenzoyl)thiazol-2-yl]-4-fluoro-anilino)propanamide